3-carbonyl-4-(2,4,5-Trifluorophenyl)-butyric acid ethyl ester C(C)OC(CC(CC1=C(C=C(C(=C1)F)F)F)=C=O)=O